(1R,2S,3S,5R)-3-(2-chloro-4-(cyclopentylamino)pyrrolo[2,1-f][1,2,4]triazin-7-yl)-5-(hydroxymethyl)cyclopentane-1,2-diol ClC1=NN2C(C(=N1)NC1CCCC1)=CC=C2[C@H]2[C@@H]([C@@H]([C@H](C2)CO)O)O